Methyl 4-[4-amino-3-(hydroxymethyl)pyrazol-1-yl]benzoate NC=1C(=NN(C1)C1=CC=C(C(=O)OC)C=C1)CO